tert-butyl (R)-4-(4-(6-(1-(3-(1H-pyrazol-1-yl)propanoyl)piperidin-3-yl)-2-(cyclopropyl(methyl)carbamoyl)-7-fluoro-1H-indol-4-yl)phenyl)piperazine-1-carboxylate N1(N=CC=C1)CCC(=O)N1C[C@H](CCC1)C1=CC(=C2C=C(NC2=C1F)C(N(C)C1CC1)=O)C1=CC=C(C=C1)N1CCN(CC1)C(=O)OC(C)(C)C